FC1=CC2=C(NC(=N2)C=2C(=NON2)N)C=C1 4-(5-fluoro-1H-benzoimidazol-2-yl)-1,2,5-oxadiazol-3-amine